C1(CC1)C1=NC=CC(=N1)C(=O)OC methyl 2-cyclopropylpyrimidine-4-carboxylate